CC1=C(C=CC=C1)N1N=CC=CC1=O 2-(2-methylphenyl)pyridazin-3(2H)-one